(R,E)-2-fluoro-N-(4-((4-(imidazo[1,2-a]pyridin-7-yloxy)-2-methoxy-5-methylphenyl)amino)-7-methoxy-quinazolin-6-yl)-3-(1-methylpyrrolidin-2-yl)acrylamide F\C(\C(=O)NC=1C=C2C(=NC=NC2=CC1OC)NC1=C(C=C(C(=C1)C)OC1=CC=2N(C=C1)C=CN2)OC)=C\[C@@H]2N(CCC2)C